C(C)(C)(C)C=1C(=C(C#N)C=C(C1)C(C)(C)C)O 3,5-di-tert-butyl-2-hydroxybenzonitrile